NC1=NC(N(C=C1)[C@@H]1O[C@@H]([C@H](C1(F)F)O)CO)=O 4-amino-1-[(2R,4R,5R)-3,3-difluoro-4-hydroxy-5-(hydroxymethyl)oxolan-2-yl]pyrimidin-2-one